C1(CCC1)C=1C(=NN(C1C1=CN=C(S1)C(F)(F)F)C)NC(C[C@H]1C(C(C1)(F)F)(F)F)=O (R)-N-(4-cyclobutyl-1-methyl-5-(2-(trifluoromethyl)thiazol-5-yl)-1H-pyrazol-3-yl)-2-(2,2,3,3-tetrafluorocyclobutyl)acetamide